P(OC1=C(C=CC=C1)CC)(OC(C1=C(C=C(C=C1C)C)C)=O)=O ethylphenyl (2,4,6-trimethylbenzoyl) phosphonate